FC=1C=C(C2=CN(N=C2C1F)C1OCCCC1)C1=C(C(NC2=C3C=CC=NC3=C(C=C12)C)=O)[N+]1=CC=CC=C1 4-[6,7-difluoro-2-(oxan-2-yl)indazol-4-yl]-6-methyl-3-pyridin-1-ium-1-yl-1H-1,7-phenanthrolin-2-one